N-n-hexyl-methacrylamide C(CCCCC)NC(C(=C)C)=O